NCCNC(=O)C=1C=C(CN(CCC(=O)O)C=2SC(=C(N2)C2=CC(=C(C=C2)Cl)Cl)CC(C)C)C=CC1 3-((3-(2-aminoethylcarbamoyl)benzyl)(4-(3,4-dichlorophenyl)-5-isobutylthiazol-2-yl)amino)propionic acid